NC=1C2=C(N=CN1)N(C=C2)[C@@H]2C=C([C@H]1OC(O[C@H]12)(C)C)CCC1=CC(=C2C=C(C(=NC2=C1)N)Cl)Cl 7-(2-((3aS,4R,6aR)-4-(4-Amino-7H-pyrrolo[2,3-d]pyrimidin-7-yl)-2,2-dimethyl-3a,6a-dihydro-4H-cyclopenta[d][1,3]dioxol-6-yl)ethyl)-3,5-dichloroquinolin-2-amine